CC(C[C@@H](C(=O)N[C@H](C(=O)OCC)CC(CC=C)C(NC)=O)NC(=O)OC(CCCC=C)CCCCCCC)C Ethyl (2S)-2-((2S)-4-methyl-2-(((tridec-1-en-6-yloxy)carbonyl)amino)pentanamido)-4-(methylcarbamoyl)hept-6-enoate